C[C@@H]1[C@@H]([C@@H]([C@H](C(O1)OP(=O)([O-])OP(=O)([O-])OC[C@@H]2[C@H](C[C@@H](O2)N3C=C(C(=O)NC3=O)C)O)O)O)O The molecule is dianion of dTDP-D-fucose arising from deprotonation of the diphosphate OH groups; major species at pH 7.3. It is a conjugate base of a dTDP-D-fucose.